3-(1H-indol-7-yl)cyclobutan-1-ol N1C=CC2=CC=CC(=C12)C1CC(C1)O